4-[(3aR,9bR)-7-[2-fluoro-6-(trifluoromethyl)phenoxy]-9b-(4-fluorobenzenesulfonyl)-1H,2H,3H,3aH,4H,5H,9bH-benzo[e]indole-3-carbonyl]-1λ6-thiane-1,1-dione FC1=C(OC2=CC3=C([C@@]4(CCN([C@@H]4CC3)C(=O)C3CCS(CC3)(=O)=O)S(=O)(=O)C3=CC=C(C=C3)F)C=C2)C(=CC=C1)C(F)(F)F